tert-butyl (6-chloropyridine-3-yl)carbamate ClC1=CC=C(C=N1)NC(OC(C)(C)C)=O